[N+](=O)([O-])C1=C2CN(C(C2=CC=C1)=O)[C@H]1C(NC(CC1)=O)=O |r| racemic-3-(4-nitro-1-oxo-1,3-dihydro-isoindol-2-yl)-piperidine-2,6-dione